CN([C@@H](C(=O)O)C=1C=CC=C2CCO[C@H](C12)C)[C@@H]1C[C@H](CC1)OCCCCC1=NC=2NCCCC2C=C1 (R)-2-(methyl((1S,3S)-3-(4-(5,6,7,8-tetrahydro-1,8-naphthyridin-2-yl)butoxy)cyclopentyl)amino)-2-((S)-1-methylisochroman-8-yl)acetic acid